C1(=CCCCC1)C1=CC=CC=2C(=NOC21)NS(=O)(=O)C2=C(C=CC(=C2)CC)OC N-(7-(Cyclohex-1-en-1-yl)benzo[d]isoxazol-3-yl)-5-ethyl-2-methoxybenzenesulfonamide